C(CCC=CC)[Si](OC)(C)C 4-hexenyldimethylmethoxysilane